N-(3-phenylnaphthyl)-2-(tert-butyl)-indole C1(=CC=CC=C1)C=1C=C(C2=CC=CC=C2C1)N1C(=CC2=CC=CC=C12)C(C)(C)C